Cl.ClC=1C=CC(=C(CCN2C[C@@H](CC2)CN)C1)OCC1CC1 (S)-(1-(5-chloro-2-(cyclopropylmethoxy)phenethyl)pyrrolidin-3-yl)methanamine hydrochloride